2-Methyl-5-(2-(methylamino)ethoxy)-N-(1-(3-(thiophen-2-yl)naphthalen-1-yl)cyclopropyl)benzamide CC1=C(C(=O)NC2(CC2)C2=CC(=CC3=CC=CC=C23)C=2SC=CC2)C=C(C=C1)OCCNC